6-Chloro-N4-(5-cyclopropyl-1H-pyrazol-3-yl)-N2-(2,4-difluorophenyl)quinazoline-2,4-diamine ClC=1C=C2C(=NC(=NC2=CC1)NC1=C(C=C(C=C1)F)F)NC1=NNC(=C1)C1CC1